ClC=1C=NC(=C(C(=O)NC2CCC(CC2)CN2C(N(C3=C2C=CC=C3)CC(=O)C3=CC=C(C=C3)OC)=O)C1)C 5-chloro-N-((1r,4r)-4-((3-(2-(4-methoxyphenyl)-2-oxoethyl)-2-oxo-2,3-dihydro-1H-benzo[d]imidazol-1-yl)methyl)cyclohexyl)-2-methylnicotinamide